2-Oxopentanedioic acid O=C(C(=O)O)CCC(=O)O